C(C)(=O)N1/C(/C(C2=CC=CC=C12)=O)=C/C=1SC2=C(N1)C=C(C=C2)CNC2CCOCC2 (E)-1-acetyl-2-((5-(((tetrahydro-2H-pyran-4-yl)amino)methyl)benzo[d]thiazol-2-yl)methylene)indolin-3-one